C1(=C(C(=CC=C1)O)O)C(C)C cumenediol